norbornyl-tetrafluoroethyl-adamantane C12(CCC(CC1)C2)C2C1(CC3CC(CC2C3)C1)C(C(F)(F)F)F